4-[2-chloro-4-(2-cyclopropylmethoxy-thiazol-4-yl)-6-fluoro-phenoxy]-butyric acid ClC1=C(OCCCC(=O)O)C(=CC(=C1)C=1N=C(SC1)OCC1CC1)F